5-benzyl-7(S)-tert-butyloxycarbonylamino-5-azaspiro[2.4]heptane C(C1=CC=CC=C1)N1CC2(CC2)[C@@H](C1)NC(=O)OC(C)(C)C